ClC(C(=O)N1[C@]2(N(CC(C1)(C)C)C(CC2)=O)C)Cl |r| (RS)-1-dichloroacetyl-3,3,8a-trimethyl-perhydropyrrolo[1,2-a]pyrimidin-6-one